NC1=CC=C(CN2N=CC(=C2)C2(NC=C(C(=N2)NC=2C=NNC2)Cl)N)C=C1 2-(1-(4-aminobenzyl)-1H-pyrazol-4-yl)-5-chloro-N4-(1H-pyrazol-4-yl)pyrimidine-2,4-diamine